ClC1=NC=C(C(=O)NOCC)C(=C1)NC1=C(C(=CC(=C1)F)C1=NC=C(N=C1)C)OC([2H])([2H])[2H] 6-chloro-N-ethoxy-4-((5-fluoro-2-(methoxy-d3)-3-(5-methylpyrazin-2-yl)phenyl)amino)Nicotinamide